CN(C(=O)[C@@H]1CN(CCC1)C(C(C)OC1=CC=C2C(=CC(OC2=C1)=O)C1=CC=CC=C1)=O)C |r| rac-(3S)-N,N-dimethyl-1-[2-(2-oxo-4-phenyl-chromen-7-yl)oxypropanoyl]piperidine-3-carboxamide